C(C1=CC=CC=C1)N(C=1C(=NC(=C(C1)F)C(F)(F)F)OC([2H])([2H])[2H])CC1=CC=CC=C1 N,N-dibenzyl-5-fluoro-2-(methoxy-d3)-6-(trifluoromethyl)pyridin-3-amine